ClC=1C(=NC=CC1C=1C(=C(C=CC1)NC(=O)C1=CC=C(C=N1)CN(C(OC(C)(C)C)=O)CCO)C)C1=CC(=C(C=C1)C=O)OC tert-butyl ((6-((3-(3-chloro-2-(4-formyl-3-methoxyphenyl)pyridin-4-yl)-2-methylphenyl)carbamoyl)pyridin-3-yl)methyl)(2-hydroxyethyl)carbamate